(R)-N-(1-(4-chlorophenyl)-2,2,2-trifluoroethyl)-N-methyl-3H-imidazo[4,5-b]pyridine-6-sulfonamide ClC1=CC=C(C=C1)[C@H](C(F)(F)F)N(S(=O)(=O)C=1C=C2C(=NC1)NC=N2)C